Ethyl 2-((1-(4-(5-(4-cyano-3-fluorophenyl)-3-((quinuclidin-4-ylmethyl)amino)-1H-pyrazol-1-yl)phenyl)piperidin-4-yl)oxy)acetate Ethyl-2-(piperidin-4-yloxy)acetate C(C)OC(COC1CCNCC1)=O.C(#N)C1=C(C=C(C=C1)C1=CC(=NN1C1=CC=C(C=C1)N1CCC(CC1)OCC(=O)OCC)NCC12CCN(CC1)CC2)F